CC1CCC2(CN(C2=O)[C@H](C(=O)OCC2=CC=CC=C2)CCC(=O)OCC2=CC=CC=C2)CC1 Dibenzyl (S)-2-(7-Methyl-1-Oxo-2-Azaspiro[3.5]Nonan-2-Yl)Pentanedioate